tert-butyl (3S,4S)-4-((4-(3-(2-(benzyloxy)-6-hydroxypyridin-3-yl)-1-methyl-1H-indazol-7-yl)piperazin-1-yl)methyl)-3-fluoropiperidine-1-carboxylate C(C1=CC=CC=C1)OC1=NC(=CC=C1C1=NN(C2=C(C=CC=C12)N1CCN(CC1)C[C@H]1[C@@H](CN(CC1)C(=O)OC(C)(C)C)F)C)O